N'-(4-chlorobenzyl)-6-(4-methoxyphenyl)pyrazine-2-carbohydrazide ClC1=CC=C(CNNC(=O)C2=NC(=CN=C2)C2=CC=C(C=C2)OC)C=C1